(1-(2-(2,6-dioxopiperidin-3-yl)-6-fluoro-1,3-dioxoisoindolin-5-yl)piperidin-4-yl)methyl 4-methylbenzenesulfonate CC1=CC=C(C=C1)S(=O)(=O)OCC1CCN(CC1)C=1C=C2C(N(C(C2=CC1F)=O)C1C(NC(CC1)=O)=O)=O